BrCCOC1=CC=C(C=C1)C=CC(C=CC1=C(C=C(C=C1)OC)OC)=O 1-(4-(2-bromoethoxy)phenyl)-5-(2,4-dimethoxyphenyl)-1,4-pentadien-3-one